(S)-7-Methoxy-2-methyl-6-((tetrahydrofuran-3-yl)oxy)quinazolin-4(3H)-one COC1=C(C=C2C(NC(=NC2=C1)C)=O)O[C@@H]1COCC1